2-[4-[6-chloro-5-methoxy-3-(1H-pyrazol-4-yl)indol-1-yl]triazol-1-yl]ethanol ClC1=C(C=C2C(=CN(C2=C1)C=1N=NN(C1)CCO)C=1C=NNC1)OC